CN(CCN(C1=CC=C(C=C1)NC=1N=CC2=C(N1)N=C(C=C2C#C[Si](C(C)C)(C(C)C)C(C)C)NS(=O)(=O)C)C)C N-{2-[(4-{[2-(dimethylamino)ethyl](methyl)amino}phenyl)amino]-5-[2-(triisopropylsilyl)ethynyl]pyrido[2,3-d]pyrimidin-7-yl}methanesulfonamide